tert-butyl (S)-4-((5-(4-(4-(3-carbamoyl-5-methyl-1H-1,2,4-triazol-1-yl)benzyl)phenyl)pyridin-2-yl)methyl)-2-methylpiperazine-1-carboxylate C(N)(=O)C1=NN(C(=N1)C)C1=CC=C(CC2=CC=C(C=C2)C=2C=CC(=NC2)CN2C[C@@H](N(CC2)C(=O)OC(C)(C)C)C)C=C1